1-(2-Hydroxy-2-Methylpropoxy)-4-Octadecanoyloxy-2,2,6,6-Tetramethylpiperidine Bis(1-(2-Hydroxy-2-Methylpropoxy)-2,2,6,6-Tetramethylpiperidine-4-yl)sebacate OC(CON1C(CC(CC1(C)C)OC(CCCCCCCCC(=O)OC1CC(N(C(C1)(C)C)OCC(C)(C)O)(C)C)=O)(C)C)(C)C.OC(CON1C(CC(CC1(C)C)OC(CCCCCCCCCCCCCCCCC)=O)(C)C)(C)C